ethyl 2-(chloromethyl)-6-cyclopropylimidazo[1,2-a]pyridine-8-carboxylate ClCC=1N=C2N(C=C(C=C2C(=O)OCC)C2CC2)C1